(S)-1-(3-chloro-5-fluorophenyl)-2-(1-methylpyrrolidin-2-yl)ethan-1-one ClC=1C=C(C=C(C1)F)C(C[C@H]1N(CCC1)C)=O